1-(6-{3H-Imidazo[4,5-c]pyridin-2-yl}pyridin-2-yl)-4-[1-(propan-2-yl)piperidin-4-yl]-1,4-diazepane N1=C(NC=2C=NC=CC21)C2=CC=CC(=N2)N2CCN(CCC2)C2CCN(CC2)C(C)C